1-ethyl-6,8-difluoro-7-ethoxy-4-oxo-1,4-dihydroquinoline-3-carboxylic acid C(C)N1C=C(C(C2=CC(=C(C(=C12)F)OCC)F)=O)C(=O)O